N-(5-hydroxy-7-(N-(1-methylcyclopropyl)sulfamoyl)naphthalen-2-yl)acetamide OC1=C2C=CC(=CC2=CC(=C1)S(NC1(CC1)C)(=O)=O)NC(C)=O